(1r,4r,7r)-7-bromo-2-(4-methoxybenzyl)-2-azabicyclo[2.2.1]heptan-3,6-dione Br[C@H]1[C@@H]2N(C([C@H]1CC2=O)=O)CC2=CC=C(C=C2)OC